N-Ethyl-5-fluoro-N-isopropyl-2-((4-(7-(((2S,5R)-5-((2-methylphenyl)sulfonamido)tetrahydro-2H-pyran-2-yl)methyl)-2,7-diazaspiro[3.5]nonan-2-yl)pyrimidin-5-yl)oxy)benzamide C(C)N(C(C1=C(C=CC(=C1)F)OC=1C(=NC=NC1)N1CC2(C1)CCN(CC2)C[C@H]2OC[C@@H](CC2)NS(=O)(=O)C2=C(C=CC=C2)C)=O)C(C)C